COC1=C(C(=NC=C1C)CS(=O)C1=NC2=C(N1)C=CC(=C2)OC(C=C)=O)C acrylic acid 2-(((4-methoxy-3,5-dimethylpyridin-2-yl) methyl) sulfinyl)-1H-benzo[d]imidazol-5-yl ester